1-(bis(4-fluorophenyl)methyl)-4-(6-cyano-1-methyl-2-oxo-1,2-dihydro-1,5-naphthyridin-4-yl)piperazine-2-carboxylic acid isopropyl ester C(C)(C)OC(=O)C1N(CCN(C1)C1=CC(N(C2=CC=C(N=C12)C#N)C)=O)C(C1=CC=C(C=C1)F)C1=CC=C(C=C1)F